NC=1CC(=CC2=C(N1)C=C(C=C2)S(=O)(=O)Cl)C(N(CCC)CCC)=O 2-amino-4-(dipropylcarbamoyl)-3H-benzo[b]azepine-8-sulfonyl chloride